C(C)(C)(C)[Si](OC1=CC2=C(N=C(S2)/C=C/C#CC=2C=CC(=NC2)N)C=C1)(C)C (E)-5-(4-(6-(tert-butyldi-methylsilyloxy)benz[d]thiazole-2-yl)buta-3-en-1-ynyl)pyridine-2-amine